1,3,5-triacryloyl-hexahydrotriazine C(C=C)(=O)N1NN(CC(C1)C(C=C)=O)C(C=C)=O